ethyl 2-amino-3,3,3-trifluoropropanoate hydrochloride Cl.NC(C(=O)OCC)C(F)(F)F